ClC1=C(C(=CC=C1Cl)O)[C@H]1C[C@@H]2N(C(NC2)=O)C1 (6R,7aS)-6-(2,3-dichloro-6-hydroxyphenyl)-hexahydropyrrolo[1,2-c]imidazol-3-one